(+)-ferulic acid C(\C=C\C1=CC(OC)=C(O)C=C1)(=O)O